BrC1=C(C(=CC=C1)[N+](=O)[O-])C1=CN(C2=CC=CC=C12)C1=CC=CC=C1 3-(2-bromo-6-nitrophenyl)-1-phenyl-1H-indole